ClC=1C=C2C(NC(=NC2=CC1)CN1CCC2=CC=CC=C12)=O 6-chloro-2-(indolin-1-ylmethyl)-3H-quinazolin-4-one